CC1(OB(OC1(C)C)C=1C=C(C=CC1)NC1C(NC(CC1)=O)=O)C 3-((3-(4,4,5,5-tetramethyl-1,3,2-dioxaborolan-2-yl)phenyl)amino)piperidine-2,6-dione